(1R,2S,5S)-6,6-dimethyl-N-((R)-3-oxo-1-((S)-2-oxopyrrolidin-3-yl)-4-(trifluoromethoxy)butan-2-yl)-3-(3-(trifluoromethyl)isoxazole-5-carbonyl)-3-azabicyclo[3.1.0]hexane-2-carboxamide CC1([C@H]2CN([C@@H]([C@@H]12)C(=O)N[C@H](C[C@H]1C(NCC1)=O)C(COC(F)(F)F)=O)C(=O)C1=CC(=NO1)C(F)(F)F)C